6-(6-chloro-4-{3,8-diazabicyclo[3.2.1]octan-3-yl}-8-fluoro-2-[(1-{[(3R)-3-fluoropyrrolidin-1-yl]methyl}cyclopropyl)methoxy]quinazolin-7-yl)-4-methyl-5-(trifluoromethyl)pyridin-2-amine ClC=1C=C2C(=NC(=NC2=C(C1C1=C(C(=CC(=N1)N)C)C(F)(F)F)F)OCC1(CC1)CN1C[C@@H](CC1)F)N1CC2CCC(C1)N2